C(C(=C)C)(=O)OC[Si](OC)(OC)C methacryloyl-oxymethyl-methyldimethoxysilane